NC=1N=NC(=CC1N1CC2CCC(C1)N2C=2C=C(C=CC2)CN2CCN(CC2)C(=O)OCC2=CC=CC=C2)C2=C(C=CC=C2)N benzyl 4-[[3-[3-[3-amino-6-(2-aminophenyl)pyridazin-4-yl]-3,8-diazabicyclo[3.2.1]octan-8-yl]phenyl]methyl]piperazine-1-carboxylate